N-(6-(thiazol-5-yl)isoquinolin-3-yl)azetidine-3-carboxamide S1C=NC=C1C=1C=C2C=C(N=CC2=CC1)NC(=O)C1CNC1